hydroxy-1'-acetonaphthone OCC(=O)C1=CC=CC2=CC=CC=C12